C(C)OC(=O)C=1CN(C[C@@H](C1C1=CC=C(C=C1)OC)C)C(=O)OC(C)(C)C |r| (+/-)-4-(4-methoxyphenyl)-5-methyl-5,6-dihydropyridine-1,3(2H)-dicarboxylic acid 1-tert-butyl 3-ethyl ester